(6S)-N-(2-amino-3-fluoro-4-((4-(trifluoromethyl)benzyl)amino)phenyl)-6,7-difluoroheptanamide NC1=C(C=CC(=C1F)NCC1=CC=C(C=C1)C(F)(F)F)NC(CCCC[C@@H](CF)F)=O